NC1=CC=C(C=C1)/C=C/CN1[C@@H](C(N(CC1)C)=O)C (R,E)-4-(3-(4-aminophenyl)allyl)-1,3-dimethylpiperazin-2-one